(rac)-(6-(4-cyclopropyl-2-methylphenyl)-2-azaspiro[3.4]oct-2-yl)((1s,3s)-3-hydroxy-3-methylcyclobutyl)methanone C1(CC1)C1=CC(=C(C=C1)[C@H]1CC2(CN(C2)C(=O)C2CC(C2)(C)O)CC1)C |r|